NC1=C2C(=NC=N1)N(N=C2N2C(=CC1=CC=CC=C21)C(=O)NC2=NN(C=C2)C)C(C)(C)C (4-amino-1-tert-butyl-pyrazolo[3,4-d]pyrimidin-3-yl)-N-(1-methylpyrazol-3-yl)-1H-indole-2-carboxamide